COC(CCC[O-])(OC)OC.[Ti+4].FC1=CC=C(C=C1)NC(=O)C1CCC(CC1)N1C(NC2=C1C=CC=C2)=O.COC(CCC[O-])(OC)OC.COC(CCC[O-])(OC)OC.COC(CCC[O-])(OC)OC N-(4-fluorophenyl)-4-(2-oxo-2,3-dihydro-1H-benzo[d]imidazol-1-yl)cyclohexanecarboxamide titanium tri-methoxy-n-butoxide